ClC=1C(=C(C=CC1)B(O)O)C (3-chloro-2-methyl-phenyl)boronic acid